methyl 4-amino-1-(2,6-dichloro-4-(trifluoromethyl)phenyl)-6-oxo-1,6-dihydropyrimidine-5-carboxylate NC=1N=CN(C(C1C(=O)OC)=O)C1=C(C=C(C=C1Cl)C(F)(F)F)Cl